2-[(8aS)-10-acryloyl-6-chloro-8,8a,9,10,11,12-hexahydropyrazino-[2',1':3,4][1,4]oxazepino[5,6,7-de]quinazolin-5-yl]-3-hydroxybenzonitrile C(C=C)(=O)N1C[C@H]2COC=3C4=C(N=CN=C4C=C(C3Cl)C3=C(C#N)C=CC=C3O)N2CC1